[Na+].C(C)(=O)P([O-])(=O)CCCCC acetylpentylphosphinic acid sodium salt